N-[4-(6,7-difluoro-1,3-benzooxazol-2-yl)phenyl]tetrahydrofuran-3-carboxamide di-(2-methacryloyloxyethyl)-phosphate C(C(=C)C)(=O)OCCOP(=O)(OCCOC(C(=C)C)=O)O.FC1=C(C2=C(N=C(O2)C2=CC=C(C=C2)NC(=O)C2COCC2)C=C1)F